(R)-8-chloro-6-(((1-(1-(difluoromethyl)cyclopropyl)-1H-1,2,3-triazol-4-yl)(4-methyloxazol-5-yl)methyl)amino)-4-(neopentylamino)quinoline-3-carbonitrile ClC=1C=C(C=C2C(=C(C=NC12)C#N)NCC(C)(C)C)N[C@@H](C1=C(N=CO1)C)C=1N=NN(C1)C1(CC1)C(F)F